N1=C(C(=CC=C1)C1=CC=NC=C1)OC=1C=C(C(=O)O)C=C(C1)OC 3-([3,4'-bipyridin]-2-yloxy)-5-methoxybenzoic acid